2,6-bis(4-bromophenyl)naphthalene BrC1=CC=C(C=C1)C1=CC2=CC=C(C=C2C=C1)C1=CC=C(C=C1)Br